3-(4-methoxyphenyl)-2-((methylamino)methyl)-6-nitroquinazolin-4(3H)-one COC1=CC=C(C=C1)N1C(=NC2=CC=C(C=C2C1=O)[N+](=O)[O-])CNC